C1(CC1)C1=NOC(=C1)NC(C(C1CC(CC1)(F)F)C1=CC(=C(C=C1)C#N)C#N)=O N-(3-Cyclopropylisoxazol-5-yl)-2-(3,4-dicyanophenyl)-2-(3,3-difluorocyclopentyl)acetamide